C(C)N1C(=CC=2C1=NC=CC2)C=2N=C1N(C=CC(=C1)C(=O)N1C[C@@H](CCC1)NC(OC(C)(C)C)=O)C2C tert-butyl (R)-(1-(2-(1-ethyl-1H-pyrrolo[2,3-b]pyridin-2-yl)-3-methylimidazo[1,2-a]pyridine-7-carbonyl)piperidin-3-yl)carbamate